BrC1=NC=C(C=C1)C1=NC(=C(C(=C1)F)C(F)(F)F)OC 2-(2-bromo-5-pyridyl)-4-fluoro-6-methoxy-5-trifluoromethylpyridine